Ethylene Sulphate S1(=O)(=O)OCCO1